1-(4-Bromo-2,5-dimethoxyphenyl)but-3-en-2-amine hydrochloride Cl.BrC1=CC(=C(C=C1OC)CC(C=C)N)OC